OCCN1C(CCC1)=O 1-(2-Hydroxyethyl)-2-pyrrolidone